1-(3-(7-(3,3-difluoropyrrolidine-1-carbonyl)-3-(4-(trifluoro-methyl)phenyl)-1H-indazol-1-yl)-pyrrolidin-1-yl)prop-2-en-1-one FC1(CN(CC1)C(=O)C=1C=CC=C2C(=NN(C12)C1CN(CC1)C(C=C)=O)C1=CC=C(C=C1)C(F)(F)F)F